3-[1-oxo-5-[2-(4-piperidyloxy)-7-azaspiro[3.5]nonan-7-yl]isoindolin-2-yl]piperidine-2,6-dione O=C1N(CC2=CC(=CC=C12)N1CCC2(CC(C2)OC2CCNCC2)CC1)C1C(NC(CC1)=O)=O